NC1=C(C=C(C=N1)C=1C=C2N(N1)CC[C@]21CN(CC1)C(=O)NC1(CCC1)C1=CC=NC=C1)C(F)(F)F (3R)-2'-[6-amino-5-(trifluoromethyl)pyridin-3-yl]-N-[1-(pyridin-4-yl)cyclobutyl]-5',6'-dihydrospiro[pyrrolidine-3,4'-pyrrolo[1,2-b]pyrazole]-1-carboxamide